CN(CCCCN(CCC(=O)OCCC=1N=NN(C1)CCCCCCCCC)CCC(=O)OCCC=1N=NN(C1)CCCCCCCCC)C bis(2-(1-nonyl-1H-1,2,3-triazol-4-yl)ethyl) 3,3'-((4-(dimethylamino)butyl)azanediyl)dipropionate